C(C=1C(C(=O)OC(CCCCC)CC)=CC=CC1)(=O)OC(CCCCC)CC Di-(ethylhexyl) phthalate